C(C)C1=CC(=C(C=C1)CC(=O)OCC)OCC=1C=C(C2=C(C=C(O2)F)C1)B1OC(C(O1)(C)C)(C)C ethyl 2-(4-ethyl-2-((2-fluoro-7-(4,4,5,5-tetramethyl-1,3,2-dioxaborolan-2-yl)benzofuran-5-yl)methoxy)phenyl)acetate